N,N-bis(1,1'-biphenyl-4-yl)-N-(4-bromophenyl)amine C1(=CC=C(C=C1)N(C1=CC=C(C=C1)Br)C1=CC=C(C=C1)C1=CC=CC=C1)C1=CC=CC=C1